C(C)NC(CC(C)O)=O N-ethyl-3-hydroxybutyramide